[2,2':5',2''-Terthiophen]-5-yltriethylsilane S1C(=CC=C1[Si](CC)(CC)CC)C=1SC(=CC1)C=1SC=CC1